C1(=CC=CC=C1)C1C(C1C1=CC=CC=C1)C(=O)O 2,3-diphenylcyclopropane-1-carboxylic acid